ClC([C@H](CC=C)N(C(OCC1C2=CC=CC=C2C=2C=CC=CC12)=O)C)=O (S)-(9H-fluoren-9-yl)methyl (1-chloro-1-oxopent-4-en-2-yl)(methyl)carbamate